C(C)(C)(C)C1=NOC(=N1)C(=O)NCC1=C(C(=C(C=C1)C1=CC(=NC=C1)NC(=O)C1CC1)F)C 3-(tert-butyl)-N-(4-(2-(cyclopropanecarboxamido)pyridin-4-yl)-3-fluoro-2-methylbenzyl)-1,2,4-oxadiazole-5-carboxamide